3'-Fluoro-N-(5-fluoropyridin-2-yl)-4-methyl-[3,4'-bipyridine]-2'-carboxamide FC=1C(=NC=CC1C=1C=NC=CC1C)C(=O)NC1=NC=C(C=C1)F